NC1=NC=CC(=C1Cl)S(=O)(=O)C1=CN=C(C2=C1N=CN=C2)N2CCC1([C@@H]([C@@H](OC1)C)N)CC2 (3S,4S)-8-{8-[(2-amino-3-chloropyridin-4-yl)sulfonyl]pyrido[4,3-d]pyrimidin-5-yl}-3-methyl-2-oxa-8-azaspiro[4.5]decan-4-amine